[2-(3-chloro-2-pyridinyl)-5-(difluoromethyl)pyrazol-3-yl]-5-methyl-1H-pyrazolo[3,4-f][3,1]benzoxazin-9-one ClC=1C(=NC=CC1)N1N=C(C=C1N1N=CC=2C=C(C3=C(C(OC=N3)=O)C21)C)C(F)F